(1S,3R)-3-(4-phenyl-6-(pyridin-4-ylamino)-1,3,5-triazin-2-ylamino)cyclopentanol C1(=CC=CC=C1)C1=NC(=NC(=N1)NC1=CC=NC=C1)N[C@H]1C[C@H](CC1)O